FC1=CC=CC2=C1N(C(CCC2=O)=O)CC2=CC=C(C=C2)OC 9-fluoro-1-(4-methoxybenzyl)-3,4-dihydro-1H-benzo[b]azepine-2,5-dione